tert-butyl (tert-butoxycarbonyl)(7-(3-((2,5-dichlorophenyl)sulfonamido)-2,6-difluorophenyl)quinazolin-2-yl)carbamate C(C)(C)(C)OC(=O)N(C(OC(C)(C)C)=O)C1=NC2=CC(=CC=C2C=N1)C1=C(C(=CC=C1F)NS(=O)(=O)C1=C(C=CC(=C1)Cl)Cl)F